1-(2-(trifluoromethyl)imidazo[1,2-a]pyrazine-8-yl)-N4-(2-(trifluoromethyl)imidazo[1,2-a]pyridin-5-yl)cyclohexane-1,4-diamine FC(C=1N=C2N(C=CN=C2C2(CCC(CC2)NC2=CC=CC=3N2C=C(N3)C(F)(F)F)N)C1)(F)F